2-fluoro-N-(3-((2-((3S,4R)-3-fluoro-4-methoxypiperidin-1-yl)pyrimidin-4-yl)amino)-5-isopropyl-8-((2R,3S)-2-methyl-3-((methylsulfonyl)methyl)azetidin-1-yl)isoquinolin-6-yl)acrylamide FC(C(=O)NC=1C(=C2C=C(N=CC2=C(C1)N1[C@@H]([C@H](C1)CS(=O)(=O)C)C)NC1=NC(=NC=C1)N1C[C@@H]([C@@H](CC1)OC)F)C(C)C)=C